3-methoxybenzyl (s)-1-(2-((tert-butoxycarbonyl) amino)-6-methylphenyl)-1H-indole-2-carboxylate C(C)(C)(C)OC(=O)NC1=C(C(=CC=C1)C)N1C(=CC2=CC=CC=C12)C(=O)OCC1=CC(=CC=C1)OC